N-[4-fluoro-5-(2-morpholin-4-ylpyrimidin-5-yl)-2-[rac-(3R,5S)-3,4,5-trimethylpiperazin-1-yl]phenyl]-1,3-oxazole-4-carboxamide FC1=CC(=C(C=C1C=1C=NC(=NC1)N1CCOCC1)NC(=O)C=1N=COC1)N1C[C@H](N([C@H](C1)C)C)C |r|